OC(CCC[C@@H](C)[C@H]1CC[C@H]2[C@@H]3CC[C@H]4[C@H]([C@H](CC[C@]4(C)[C@H]3CC[C@]12C)O)O)C1=C(C=CC=C1)C 24-[hydroxyl(2-methylphenyl)methyl]-5α-cholane-3β,4β-diol